(S)-6-Cyclopropyl-N-(2-hydroxy-5-((3-methylpiperidin-1-yl)methyl)-3-(trifluoromethyl)phenyl)-4-(2-(4-methyl-4H-1,2,4-triazol-3-yl)phenyl)picolinamide C1(CC1)C1=CC(=CC(=N1)C(=O)NC1=C(C(=CC(=C1)CN1C[C@H](CCC1)C)C(F)(F)F)O)C1=C(C=CC=C1)C1=NN=CN1C